2-(3-cyclopenten-1-yl)ethanol C1(CC=CC1)CCO